ON/C(=N/[H])/C1CC(C1)NC(OC(C)(C)C)=O (E)-tert-butyl (3-(N-hydroxycarbamimidoyl)cyclobutyl)carbamate